BrC1=CC(=C(C=C1)NS(=O)(=O)C1=C(C=CC=C1)Cl)F N-(4-Bromo-2-fluorophenyl)-2-chlorobenzenesulfonamide